stearamide distearate C(CCCCCCCCCCCCCCCCC)(=O)O.C(CCCCCCCCCCCCCCCCC)(=O)O.C(CCCCCCCCCCCCCCCCC)(=O)N